FC1=C(/C=C/C2CN(C2)C(=O)N2C[C@@H]3[C@@H](OCC(N3)=O)CC2)C(=CC=C1)C(F)(F)F (4aR,8aS)-6-(3-((E)-2-Fluoro-6-(trifluoromethyl)styryl)azetidin-1-carbonyl)hexahydro-2H-pyrido[4,3-b][1,4]oxazin-3(4H)-on